di(oxetan-3-yl)methyl-acetoxysilane ethyl-3-(2-chloro-3-methoxyphenyl)-5-{1-[3-hydroxy-3-methylcyclobutyl]-5-(trifluoromethyl)-1H-pyrazol-4-yl}-1,2-oxazole-4-carboxylate C(C)OC(=O)C=1C(=NOC1C=1C=NN(C1C(F)(F)F)C1CC(C1)(C)O)C1=C(C(=CC=C1)OC)Cl.O1CC(C1)C(C1COC1)[SiH2]OC(C)=O